C(CCCCCCC)(=O)OOC1=C2C(N(C(C2=CC=C1)=O)C1C(N(C(CC1)=O)C)=O)C(C)(C)C tert-butyl-((2-(1-methyl-2,6-dioxopiperidin-3-yl)-1-oxoisoindolin-4-yl) oxy) octanoate